2,2-dimethoxy-N-(methyldimethoxysilylthioethyl)-1-aza-2-silacyclopentane CO[Si]1(N(CCC1)CCS[Si](OC)(OC)C)OC